4-methylaniline-d CC1=CC=C(N[2H])C=C1